C(C)C1=NN2CC(C=3C4=C(C(N(C1=C24)C)=O)C=C(C3)C)O 2-ethyl-8-hydroxy-3,6-dimethyl-8,9-dihydrobenzo[de]pyrazolo[4,5,1-ij][1,7]naphthyridin-4(3H)-one